FC1=CC=C2C(=CNC2=C1)CC(=O)N1[C@H](CN(CC1)C)C(=O)O (R)-1-(2-(6-fluoro-1H-indol-3-yl)acetyl)-4-methylpiperazine-2-carboxylic Acid